(S)-quinuclidin-4-ylmethyl 1-(4-fluorophenyl)-7-(prop-2-ynyloxy)-3,4-dihydroisoquinoline-2(1H)-carboxylate FC1=CC=C(C=C1)[C@@H]1N(CCC2=CC=C(C=C12)OCC#C)C(=O)OCC12CCN(CC1)CC2